2-((4-(3-((4-Chloro-2-fluorobenzyl)oxy)phenyl)piperidin-1-yl)methyl)-4-(ethoxy-1,1-d2)-1-methyl-1H-benzo[d]imidazole-6-carboxylic acid ClC1=CC(=C(COC=2C=C(C=CC2)C2CCN(CC2)CC2=NC3=C(N2C)C=C(C=C3OC(C)([2H])[2H])C(=O)O)C=C1)F